4'-Vinyl-5'-O-(2-oxido-4H-1,3,2-benzodioxaphosphorin-2-yl)uridin C(=C)[C@]1([C@H]([C@H]([C@@H](O1)N1C(=O)NC(=O)C=C1)O)O)COP1(OC2=C(CO1)C=CC=C2)=O